Thieno[3,4-b]Quinoxaline C=1SC=C2C1N=C1C=CC=CC1=N2